tert-butyl N-[(1R)-3-[2-[tert-butyl(diphenyl)silyl]oxyethoxy]-1-(hydroxymethyl)propyl]carbamate [Si](C1=CC=CC=C1)(C1=CC=CC=C1)(C(C)(C)C)OCCOCC[C@H](CO)NC(OC(C)(C)C)=O